C(C)(C)(C)OC(N[C@@H]1CN(CCC1)C=1C=NC(=C(C1)F)C)=O N-[(3S)-1-(5-fluoro-6-methylpyridin-3-yl)piperidin-3-yl]carbamic acid tert-butyl ester